sodium ethanidate [CH2-]C(=O)[O-].[Na+].[Na+]